6-((dimethylamino)methyl)imidazo[1,2-a]pyridine-3-carboxylic acid CN(C)CC=1C=CC=2N(C1)C(=CN2)C(=O)O